(4-(4,5,6,7-tetrahydro-1H-benzo[d]imidazol-1-yl)pyridin-2-yl)carbamic acid tert-butyl ester C(C)(C)(C)OC(NC1=NC=CC(=C1)N1C=NC2=C1CCCC2)=O